(2R)-N-[2-(1-benzylpiperidin-4-yl)ethyl]-4-(5-cyanopyrimidin-2-yl)-2-methylpiperazine-1-carboxamide C(C1=CC=CC=C1)N1CCC(CC1)CCNC(=O)N1[C@@H](CN(CC1)C1=NC=C(C=N1)C#N)C